S1C=NC2=C1C=CC(=C2)[C@@H]2N(C[C@H](CC2)C)C(C(=O)NC=2C1=C(C=NC2)C=NN1COCC[Si](C)(C)C)=O 2-((2R,5S)-2-(benzo[d]thiazol-5-yl)-5-methylpiperidin-1-yl)-2-oxo-N-(1-((2-(trimethylsilyl)ethoxy)methyl)-1H-pyrazolo[4,3-c]pyridin-7-yl)acetamide